3-allylaniline phosphate P(=O)(O)(O)O.C(C=C)C=1C=C(N)C=CC1